1-hydroxy-6,6,9-trimethyl-3-pentyl-N-(1-(trifluoromethyl)cyclopentyl)-6a,7,8,10a-tetrahydro-6H-benzo[c]chromene-2-carboxamide OC1=C2C3C(C(OC2=CC(=C1C(=O)NC1(CCCC1)C(F)(F)F)CCCCC)(C)C)CCC(=C3)C